O=C1NC(CCC1N1C(N(C2=C1C=CC(=C2)C#CCCCCCCCC(=O)O)C)=O)=O 10-[1-(2,6-Dioxopiperidin-3-yl)-3-methyl-2-oxo-1,3-benzodiazol-5-yl]dec-9-ynoic acid